CO[Si](CCCCCCCC[Si](OC)(OC)OC)(OC)OC 1,8-bis(trimethoxysilyl)octane